N-[(1S)-1-[[(1S)-1-[5-(2,4-difluorophenyl)-1H-imidazol-2-yl]ethyl]carbamoyl]-3-[(2R)-2-methyl-1-piperidyl]-3-oxo-propyl]-4-methyl-pentanamide FC1=C(C=CC(=C1)F)C1=CN=C(N1)[C@H](C)NC(=O)[C@H](CC(=O)N1[C@@H](CCCC1)C)NC(CCC(C)C)=O